4'-Benzyloxy-2'-hydroxy-3,4-methylenedioxychalcone C(C1=CC=CC=C1)OC1=CC(=C(C(/C=C/C2=CC3=C(C=C2)OCO3)=O)C=C1)O